CN1CCC2(CCN(CC2)C(=O)OC(C)(C)C)CC1 t-butyl 9-methyl-3,9-diazaspiro[5.5]undecane-3-carboxylate